(R)-4-amino-1-(4-(3-fluoro-2-methoxyphenyl)piperazin-1-yl)butan-2-ol NCC[C@H](CN1CCN(CC1)C1=C(C(=CC=C1)F)OC)O